N-(1-(4-((3-methyl-4-((1-methyl-1H-benzo[d][1,2,3]triazol-5-yl)oxy)phenyl)amino)pyrido[3,2-d]pyrimidin-6-yl)piperidin-4-yl)acrylamide CC=1C=C(C=CC1OC1=CC2=C(N(N=N2)C)C=C1)NC=1C2=C(N=CN1)C=CC(=N2)N2CCC(CC2)NC(C=C)=O